2-bromo-7-(isoquinolin-4-yl)phenanthrene-9,10-dione β-ethyl-acetate CCOC(C)=O.BrC1=CC=2C(C(C3=CC(=CC=C3C2C=C1)C1=CN=CC2=CC=CC=C12)=O)=O